1-[4-(4-benzoylphenyl-sulfanyl)phenyl]-2-methyl-2-(4-methylphenylsulfonyl)Propane-1-one C(C1=CC=CC=C1)(=O)C1=CC=C(C=C1)SC1=CC=C(C=C1)C(C(C)(S(=O)(=O)C1=CC=C(C=C1)C)C)=O